ClC=1C=C(C=CC1)C1(CC1)C=1NC(C=2CNCCCC2N1)=O 2-(1-(3-chlorophenyl)cyclopropyl)-3,5,6,7,8,9-hexahydro-4H-pyrimido[5,4-c]azepin-4-one